BrCC1OC1C1=CC=CC=C1 2-(bromomethyl)-3-phenyloxirane